ClCC=1N(C2=C(N1)C=CC(=C2)C(=O)OC)CC2(CC2)C#N methyl 2-(chloromethyl)-3-[(1-cyanocyclopropyl) methyl]-1,3-benzodiazole-5-carboxylate